N1(CCCCC1)C1=C(C=C(C=C1)N1CCCCC1)NS(=O)(=O)C1=CC=C(C=C1)S(=O)(=O)N(C)C N1-(2,5-di(piperidin-1-yl)phenyl)-N4,N4-dimethylbenzene-1,4-disulfonamide